C(C)OC(C(C#N)C1=CC=C(C=C1)C(C)(C)C)=O 2-(4-tertiary butyl-(phenyl))-2-cyanoacetic acid ethyl ester